6-{5-chloro-2-[(oxan-4-yl)amino]pyrimidin-4-yl}-2-[(pyrrolidin-2-yl)methyl]-2,3-dihydro-1H-isoindol-1-one ClC=1C(=NC(=NC1)NC1CCOCC1)C1=CC=C2CN(C(C2=C1)=O)CC1NCCC1